2-cyclopropyl-1-(4-fluorophenyl)ethanone C1(CC1)CC(=O)C1=CC=C(C=C1)F